CC1=CC=C2C(=N1)N(N=C2NC(=O)C=2N=NC=CC2)CC=2C=NC(=CC2)C(F)(F)F N-(6-methyl-1-((6-(trifluoromethyl)pyridin-3-yl)methyl)-1H-pyrazolo[3,4-b]pyridin-3-yl)pyridazine-3-carboxamide